diphenylvinyl-aminotetrazole C1(=CC=CC=C1)C(=CNC1=NN=NN1)C1=CC=CC=C1